5alpha-androstan-3beta,17alpha-diol monosulfate S(=O)(=O)(O)O.C[C@@]12[C@@H](CC[C@H]1[C@@H]1CC[C@H]3C[C@H](CC[C@]3(C)[C@H]1CC2)O)O